[Si](C)(C)(C(C)(C)C)OCC(=O)O 2-(tert-butyldimethylsilyl)oxyacetic acid